tert-butyl (3S)-4-(7-(hydroxy(naphthalen-1-yl)methyl)-2-(((S)-1-methylpyrrolidin-2-yl)methoxy)imidazo[2,1-f][1,2,4]triazin-4-yl)-3-methylpiperazine-1-carboxylate OC(C1=CN=C2C(=NC(=NN21)OC[C@H]2N(CCC2)C)N2[C@H](CN(CC2)C(=O)OC(C)(C)C)C)C2=CC=CC1=CC=CC=C21